FC=1C=C(C=C(C1)F)C(COC)C=1C=CC(=C(C#N)C1)F 5-(1-(3,5-difluorophenyl)-2-methoxyethyl)-2-fluorobenzonitrile